4-(2-(cyclopropylmethanesulfonamido)pyrimidin-4-yl)-N-(5-(6-ethoxypyrazin-2-yl)pyridin-2-yl)tetrahydro-2H-pyran-4-carboxamide C1(CC1)CS(=O)(=O)NC1=NC=CC(=N1)C1(CCOCC1)C(=O)NC1=NC=C(C=C1)C1=NC(=CN=C1)OCC